C(C)(=O)N1CCC(CC1)C=1C=NC(=NC1)C=1C=C(SC1C)C(=O)NC1=CC(=CC(=C1)S(=O)(=O)C)Cl 4-(5-(1-acetylpiperidin-4-yl)pyrimidin-2-yl)-N-(3-chloro-5-(methylsulfonyl)phenyl)-5-methylthiophene-2-carboxamide